2-{[(αR)-6-[4-({bicyclo[2.2.2]octan-2-yl}methyl)-2,5-dioxoimidazolidin-1-yl]spiro[3.3]heptan-2-yl]oxy}pyridine-3-carboxamide C12C(CC(CC1)CC2)CC2NC(N(C2=O)C2CC1(CC(C1)OC1=NC=CC=C1C(=O)N)C2)=O